CC=1SC(=C(N1)C)C1=CC(=C(C=C1)C1=NN=C(S1)N(C1CC(NC(C1)(C)C)(C)C)C)OC 5-(4-(2,4-dimethylthiazol-5-yl)-2-methoxyphenyl)-N-methyl-N-(2,2,6,6-tetramethylpiperidin-4-yl)-1,3,4-thiadiazol-2-amine